NCCC(=O)N(C)C 3-amino-N,N-dimethylpropanamide